6-(1-methyl-1H-pyrazol-4-yl)-4-(8-((1r,3r)-3-(methylsulfonyl)cyclobutyl)-3,8-diazabicyclo[3.2.1]octan-3-yl)pyrrolo[1,2-b]pyridazine CN1N=CC(=C1)C=1C=C2N(N=CC=C2N2CC3CCC(C2)N3C3CC(C3)S(=O)(=O)C)C1